C1(CCCC1)S(=O)(=O)C(=[N+]=[N-])S(=O)(=O)C1=CC(=CC=C1)OC cyclopentylsulfonyl-(3-methoxyphenylsulfonyl)diazomethane